CC=1C=CC=NC1C1CCN(CC1)CC(F)(F)F 5-methyl-6-(1-(2,2,2-trifluoroethyl)piperidin-4-yl)pyridin